CN1N=CC2=CC(=CC=C12)NC=1C=CC=C2C=CN(C(C12)=O)CC(=O)N1CCN(CC1)C 8-[(1-methylindazol-5-yl)amino]-2-[2-(4-methylpiperazin-1-yl)-2-oxo-ethyl]isoquinolin-1-one